2-oxo-7-bromo-1-(4-nitrophenyl)-1,2-dihydroquinoline-3-carboxylate O=C1N(C2=CC(=CC=C2C=C1C(=O)[O-])Br)C1=CC=C(C=C1)[N+](=O)[O-]